OC1CCN(CC1)C=1C=CC(=NC1)NC=1C2=C(C(=NC1)[Sn](C)(C)C)CN(C2=O)C(=O)OC(C)(C)C tert-butyl 7-((5-(4-hydroxypiperidin-1-yl)pyridin-2-yl)amino)-1-oxo-4-(trimethylstannyl)-1,3-dihydro-2H-pyrrolo[3,4-c]pyridine-2-carboxylate